N-benzylcyclopentanamine C(C1=CC=CC=C1)NC1CCCC1